C(C1=CC=CC=C1)N1C(=C(C(C12C(=NN(C2=O)C2=CC=CC=C2)CC)C2=CC=CC=C2)C(=O)OCC)C(=O)OCC diethyl 1-benzyl-6-ethyl-9-oxo-4,8-diphenyl-1,7,8-triazaspiro[4.4]non-2,6-diene-2,3-dicarboxylate